4-(((1S,2R)-2-fluorocyclopropyl)amino)-1-(o-tolyl)-7-(trifluoromethyl)-quinazolin-2(1H)-one F[C@H]1[C@H](C1)NC1=NC(N(C2=CC(=CC=C12)C(F)(F)F)C1=C(C=CC=C1)C)=O